6'-amino-4''-bromo-5'-(piperazin-1-yl)-[1,1':3',1''-terphenyl]-4-sulfonamide NC1=C(C=C(C=C1C1=CC=C(C=C1)S(=O)(=O)N)C1=CC=C(C=C1)Br)N1CCNCC1